5-methoxynicotinic acid ethyl ester C(C)OC(C1=CN=CC(=C1)OC)=O